C(CC)SSC=CC propenyl propyl disulfide